1-(6-chlorobenzo[b]thiophen-2-yl)-2-(4-(trifluoromethyl)phenyl)prop-2-en-1-one ClC=1C=CC2=C(SC(=C2)C(C(=C)C2=CC=C(C=C2)C(F)(F)F)=O)C1